O=C1NC(CCC1N1C(C2=CC=CC(=C2C1=O)NCC1=C(C=C(C=C1)CN1CCC(CC1)(C1=NC=CC=C1)F)F)=O)=O 2-(2,6-dioxopiperidin-3-yl)-4-(2-fluoro-4-((4-fluoro-4-(pyridin-2-yl)piperidin-1-yl)methyl)benzylamino)isoindoline-1,3-dione